C(C=C)(=O)N1C[C@@H](O[C@H](C1)CNC)C1=CC(=NC(=C1)Cl)C1=CC(=NC=N1)C(=O)NC 6-(4-((2s,6S)-4-acryloyl-6-((methylamino)methyl)morpholin-2-yl)-6-chloropyridin-2-yl)-N-methylpyrimidine-4-carboxamide